propynoic anhydride C(C#C)(=O)OC(C#C)=O